3-((1-methyl-2-oxo-1,2-dihydro-6H-pyrido[3',2':6,7]azepino[4,3,2-cd]isoindol-6-yl)methyl)-N-(2-morpholinoethyl)benzamide CN1C(C=2C=CC=C3C2C1=CC1=C(N3CC=3C=C(C(=O)NCCN2CCOCC2)C=CC3)N=CC=C1)=O